BrC1=C(C=CC(=C1)F)CCCO 3-(2-bromo-4-fluorophenyl)propanol